FC=1C(=CC=2C3=C(NC(C2C1)=O)COC[C@H]3NC(=O)C=3NC1=CC(=CC(=C1C3)F)F)F (S)-N-(8,9-Difluoro-6-oxo-1,4,5,6-tetrahydro-2H-pyrano[3,4-c]isoquinolin-1-yl)-4,6-difluoro-1H-indole-2-carboxamide